GOLD (III) OXID [Au+]=O